COC1=C(C=CC(=C1)C1NCCC1)NC1=NC=C(C(=N1)NC1=C(C=CC=C1)C(F)(F)F)C(=O)N 2-((2-Methoxy-4-(pyrrolidin-2-yl)phenyl)amino)-4-((2-(trifluoromethyl)phenyl)amino)pyrimidine-5-carboxamide